FC1=C(C2=C(NC=N2)C=C1)C(=O)O 5-fluoro-1H-benzo[d]imidazole-4-carboxylic acid